OC1C(C(CC(C1)C1=CC=CC=C1)=O)(CC#C)CC#C (-)-3-Hydroxy-5-phenyl-2,2-di(prop-2-yn-1-yl)cyclohexan-1-one